C(C)(C)(C)N(C(O)=O)C[C@H]1CNCC1.NC1=CC=C(C(=O)N[C@@H](CCC(=O)O)C(=O)O)C=C1 L-N-para-aminobenzoyl-glutamic acid (R)-tert-butyl-(pyrrolidin-3-ylmethyl)carbamate